C1=C(C=CC2=CC=CC=C12)C1=CC(=NC(=N1)C1=CC=CC=C1)C1=C(C=CC=C1)C1=CC=C2C=3C=CC(=CC3C3(C2=C1)CCCCC3)C#N 7'-(2-(6-(naphthalen-2-yl)-2-phenylpyrimidin-4-yl)phenyl)spiro[cyclohexane-1,9'-fluorene]-2'-carbonitrile